O=C1C(CC2=C1N=CS2)C(=O)OCC ethyl 4-oxo-5,6-dihydro-4H-cyclopenta[d]thiazole-5-carboxylate